Sodium (2S)-2-((S)-2-(((((1s,4S)-4-butylcyclohexyl)oxy)carbonyl)amino)-4-methylpentan amido)-1-hydroxy-3-((S)-2-oxopyrrolidin-3-yl)propane-1-sulfonate C(CCC)C1CCC(CC1)OC(=O)N[C@H](C(=O)N[C@H](C(S(=O)(=O)[O-])O)C[C@H]1C(NCC1)=O)CC(C)C.[Na+]